zinc aluminium magnesium (i) 1-(hydroxymethyl)propane-1,3-diol OCC(CCO)O.[Mg+].[Al+3].[Zn+2]